tert-butyl (6-(4-((dimethylamino)methyl)-3,5-dimethoxyphenyl)-[1,2,4]triazolo[4,3-a]pyridin-8-yl)carbamate CN(C)CC1=C(C=C(C=C1OC)C=1C=C(C=2N(C1)C=NN2)NC(OC(C)(C)C)=O)OC